bismuth potassium sodium copper iron lead [Pb].[Fe].[Cu].[Na].[K].[Bi]